ClC=1C=C(C=C(C1)Cl)S(=O)(=O)NC1=CC=C(C=C1)S(NC1=C(C=CC=C1)C)(=O)=O 3,5-dichloro-N-(4-(N-(2-methylphenyl)sulfamoyl)phenyl)benzenesulfonamide